7-Ethyl-3-[(1-{[(3R,4R)-1-(3-fluorobenzoyl)-3-phenylpiperidin-4-yl]carbonyl}-4-hydroxypiperidin-4-yl)methyl]-3,7-dihydro-4H-pyrrolo[2,3-d]pyrimidin-4-one C(C)N1C=CC2=C1N=CN(C2=O)CC2(CCN(CC2)C(=O)[C@H]2[C@@H](CN(CC2)C(C2=CC(=CC=C2)F)=O)C2=CC=CC=C2)O